methyl 4-(bromomethyl)-7,7-dimethyl-5h,6h-cyclopenta[b]pyridine-2-carboxylate BrCC1=C2C(=NC(=C1)C(=O)OC)C(CC2)(C)C